(8S,12S)-12-(1,3-benzodioxolen-5-yl)butyl-4-isobutyl-2-methyl-5,10-dioxo-6-oxa-4,9,11-triazatetradecane-14-oic acid methyl ester COC(C[C@@H](NC(NCCOC(N(CC(C)C)CC(C)C)=O)=O)CCCCC1=CC2=C(OCO2)C=C1)=O